ClC=1C(=NC=CC1C1=C(C(=CC=C1)C1=NC(=C(C=C1)CNC(C)C)OC)Cl)C=1C=C(C=2N(C1)N=C(N2)CNC2CCCCC2)OC (1r,4r)-4-(((6-(3-chloro-4-(2-chloro-3-(5-((isopropylamino)methyl)-6-methoxypyridin-2-yl)phenyl)pyridin-2-yl)-8-methoxy-[1,2,4]triazolo[1,5-a]pyridin-2-yl)methyl)amino)cyclohexan